1-methylimidazolemethylamine CN1C(=NC=C1)CN